O1COC2=C1C=CC=C2C2=NN(C1=C(C=CC=C21)C)C=2C=CC(=NC2)N2CC1C(C1C2)C(=O)O 3-(5-[3-(2H-1,3-benzodi-oxol-4-yl)-7-methyl-1H-indazol-1-yl]pyridin-2-yl)-3-azabicyclo[3.1.0]hexane-6-carboxylic acid